diisobutyl-2-(3,3,3-trifluoropropyl)-3-methylsuccinate C(C(C)C)OC(C(C(C(=O)OCC(C)C)C)CCC(F)(F)F)=O